2-(4,4-dimethylcyclohex-1-en-1-yl)-5-nitropyridine CC1(CC=C(CC1)C1=NC=C(C=C1)[N+](=O)[O-])C